CCOC(=O)[C@H](CC1=CC=C(C=C1)O)NC(=O)C2=CC=CC=C2 The molecule is an L-tyrosine derivative that is the ethyl ester of N-benzoyltyrosine. It has a role as a chromogenic compound. It is a L-tyrosine derivative, an ethyl ester, a member of phenols and a member of benzamides.